N-((5-(trifluoromethyl)pyridin-2-yl)methyl)-5,6,7,8-tetrahydroquinoxalin-5-amine FC(C=1C=CC(=NC1)CNC1C=2N=CC=NC2CCC1)(F)F